4-hydroxy-5-methyl-4-cyclopentene-1,3-dione monohydrate O.OC=1C(CC(C1C)=O)=O